ClC=1C(=C(C=CC1C#N)N1[C@H](O[C@@H](C1)COC=1C=CC(=NC1)C#N)C(F)(F)F)C 5-(((2R,5S)-3-(3-Chloro-4-cyano-2-methylphenyl)-2-(trifluoromethyl)oxazolidin-5-yl)methoxy)picolinonitril